C(=O)(O)[C@@H](CC=1C=C(C=CC1)NC(=O)NC=1C=C(C=CC1)C[C@H](C(=O)O)[C@@H]1CN[C@@H](C1)C)[C@@H]1CN[C@@H](C1)C (2S)-3-[3-[[3-[(2S)-2-Carboxy-2-[(3R,5R)-5-methylpyrrolidin-3-yl]ethyl]phenyl]carbamoylamino]phenyl]-2-[(3R,5R)-5-methylpyrrolidin-3-yl]propanoic acid